CC1=C(N)C=C(C=C1)C1=NOC(=N1)CC1=CC=C(C=C1)C 2-methyl-5-(5-(4-methylbenzyl)-1,2,4-oxadiazol-3-yl)aniline